1-(tetrahydro-2H-pyran-2-yl)-6-(4,4,5,5-tetramethyl-1,3,2-dioxaborolan-2-yl)-1H-indazol-4-amine O1C(CCCC1)N1N=CC=2C(=CC(=CC12)B1OC(C(O1)(C)C)(C)C)N